ethyl 3-((3-hydroxy-6-neopentylnaphthalen-2-yl)thio)propanoate OC=1C(=CC2=CC=C(C=C2C1)CC(C)(C)C)SCCC(=O)OCC